FC1(C2CN(CC12)C1=CC2=C(CC(O2)(C)C)C=C1NC(=O)C=1C=NN2C1N=CC=C2)F N-[6-(6,6-difluoro-3-azabicyclo[3.1.0]hexan-3-yl)-2,2-dimethyl-3H-benzofuran-5-yl]pyrazolo[1,5-a]pyrimidine-3-carboxamide